2-(2,3-dichlorophenyl)-2,6-diazaspiro[3.3]heptane ClC1=C(C=CC=C1Cl)N1CC2(C1)CNC2